C([O-])([O-])=O.[Zn+2].[Zn+2].C([O-])([O-])=O di-zinc carbonate